(S)-2-(3-Bromophenyl)-N-(8,9-difluoro-6-oxo-1,4,5,6-tetrahydro-2H-pyrano[3,4-c]isoquinolin-1-yl)-2,2-difluoro-N-methylacetamide BrC=1C=C(C=CC1)C(C(=O)N(C)[C@@H]1COCC=2NC(C=3C=C(C(=CC3C21)F)F)=O)(F)F